C(C)(C)N1C(C=NC2=CC=CC=C12)=O N-isopropylquinoxalinone